CS(=O)(=O)C1=CC(=C(C=C1)N(C(OC(C)(C)C)=O)CC#C)C(F)(F)F tert-butyl N-[4-methylsulfonyl-2-(trifluoromethyl)phenyl]-N-prop-2-ynyl-carbamate